C(C)C=1C(=CC(=C(C(=S)S)C1)O)O 5-ethyl-2,4-dihydroxydithiobenzoic acid